C(C(=C)C)(=O)OCCNC(=O)OC1=C(C2=CC=CC=C2C=C1)C1=C(C=CC2=CC=CC=C12)OC(NC1=C(C=CC=C1)SC)=O 2-[({[2'-({[2-(methylsulfanyl)phenyl]carbamoyl}oxy)-1,1'-binaphthyl-2-yl]-oxy}carbonyl)amino]ethyl methacrylate